FC=1C=C(C(=O)NS(=O)(=O)CCC)C=CC1 3-fluoro-N-(propylsulfonyl)benzamide